C1=CC(=CC(=C1)F)NC(=S)N N-(3-fluorophenyl)thiourea